OCC1=CSC2=C1CCC(C2)N(C(OC(C)(C)C)=O)C tert-butyl N-[3-(hydroxymethyl)-4,5,6,7-tetrahydrobenzothiophen-6-yl]-N-methyl-carbamate